3,3-dihydroxymethyl-1,3-propanediol OCC(CCO)(O)CO